(R)-(4-fluorophenyl)-[4-[(5-methyl-1H-pyrazol-3-yl)amino]quinazolin-2-yl]methanol FC1=CC=C(C=C1)[C@@H](O)C1=NC2=CC=CC=C2C(=N1)NC1=NNC(=C1)C